(7-methanesulfonyl-2-morpholin-4-yl-6,7-dihydro-5H-pyrrolo[2,3-d]pyrimidin-4-yl)-pyrimidin-2-amine CS(=O)(=O)N1CCC2=C1N=C(N=C2C2=NC(=NC=C2)N)N2CCOCC2